(R)-2-((1,4-dioxo-1,4-dihydronaphthalen-2-yl)amino)-3-phenyl-N-(3,5-difluorophenyl)-propionamide O=C1C(=CC(C2=CC=CC=C12)=O)N[C@@H](C(=O)NC1=CC(=CC(=C1)F)F)CC1=CC=CC=C1